C(C1=CC=CC=C1)SC=1N(C(C2=C(N1)N(N=C2)C)=O)C2=CC=CC=C2 6-(benzylthio)-1-methyl-5-phenyl-1H-pyrazolo[3,4-d]pyrimidin-4(5H)-one